2-(3-methoxyphenoxy)-5-nitro-pyrimidine COC=1C=C(OC2=NC=C(C=N2)[N+](=O)[O-])C=CC1